N[C@@H]1C2=CC=CC=C2CC12CCN(CC2)C=2N=CC(=NC2CO)C#CCC2=CC=C(C(=O)N)C=C2 (S)-4-(3-(5-(1-amino-1,3-dihydrospiro[indene-2,4'-piperidin]-1'-yl)-6-(hydroxymethyl)pyrazin-2-yl)prop-2-yn-1-yl)benzamide